N-(6-(1,2-dimethyl-1H-imidazol-5-yl)isoquinolin-3-yl)-1-(2-fluoro-2-methylpropyl)pyrrolidine-3-carboxamide CN1C(=NC=C1C=1C=C2C=C(N=CC2=CC1)NC(=O)C1CN(CC1)CC(C)(C)F)C